1-(5-bromo-4-(1H-indol-3-yl)pyrimidin-2-yl)-N4-(2-(dimethylamino)ethyl)-2-methoxy-N4-Methyl-5-nitrobenzene-1,4-diamine BrC=1C(=NC(=NC1)C1(C(C=C(C(=C1)[N+](=O)[O-])N(C)CCN(C)C)OC)N)C1=CNC2=CC=CC=C12